FLUORO-3-METHYL-BENZYLAMIDE F[N-]CC1=CC(=CC=C1)C